COC1=C(C=CC(=C1)CNC(CCCC\C=C\C(C)C)=O)OC(=O)C1NCCCC1.CC1=C(CCC1=O)NC(C)=O N-(2-methyl-3-oxocyclopent-1-en-1-yl)acetamide (E)-2-methoxy-4-[(8-methylnon-6-enamido)methyl]phenyl-piperidine-2-carboxylate